(2-phenylpiperazin-1-yl)methanone C1(=CC=CC=C1)C1N(CCNC1)C=O